BrC1=C(C=C(C=C1F)C(F)(F)F)F 4-bromo-3,5-difluorotrifluoromethylbenzene